C1(CC1)N1C=CC2=C(C=CC=C12)N1C(C2=CC(=C(C=C2C(=C1)C(=O)N1CCCCC1)OC)OC)=O (1-cyclopropyl-1H-indol-4-yl)-6,7-dimethoxy-4-(piperidine-1-carbonyl)isoquinolin-1(2H)-one